FC=1C(=CC(=C(C(=O)NC2=NC(=NC(=C2)C)N2C[C@H](OCC2)C)C1)N1CCC2(CC2)CC1)NS(=O)(=O)CCO (R)-5-Fluoro-4-((2-hydroxyethyl)sulfonamido)-N-(6-methyl-2-(2-methylmorpholino)pyrimidin-4-yl)-2-(6-azaspiro[2.5]octan-6-yl)benzamide